ClC1=CC=CC=2C=3C(CN(C3C=CC21)C(NC2=CC=CC=C2)=N)C 6-chloro-1-methyl-N-phenyl-1,2-dihydro-3H-benzo[e]indole-3-carboximidamide